C(CCC)C12CNCC(C(C1)C)N2 butyl-6-methyl-3,8-diazabicyclo[3.2.1]octane